(S)-2-((tert-butoxycarbonyl)amino)-3-(3-chlorophenyl)propionic acid C(C)(C)(C)OC(=O)N[C@H](C(=O)O)CC1=CC(=CC=C1)Cl